Seryl-Lysyl-Glycyl-Leucine N[C@@H](CO)C(=O)N[C@@H](CCCCN)C(=O)NCC(=O)N[C@@H](CC(C)C)C(=O)O